N-(5-(2,4-difluorophenoxy)pyrazin-2-yl)-2-(4-(6-hydroxy-5,6,7,8-tetrahydro-[1,2,4]triazolo[1,5-a]pyridine-6-carbonyl)-3,3-dimethylpiperazin-1-yl)propanamide FC1=C(OC=2N=CC(=NC2)NC(C(C)N2CC(N(CC2)C(=O)C2(CCC=3N(C2)N=CN3)O)(C)C)=O)C=CC(=C1)F